C(C)SC=1C(=NC2=CC=CC=C2C1)C=1C=C2C(=CN1)N(N=C2)CC(C(F)(F)F)(F)F 3-ethylsulfanyl-2-[1-(2,2,3,3,3-pentafluoropropyl)pyrazolo[3,4-c]pyridin-5-yl]quinoline